(S)-3-((2-methoxypropyl)amino)-5-(2,3,5-trifluorophenyl)-4H-benzo[e][1,2,4]thiadiazine 1,1-dioxide CO[C@H](CNC1=NS(C2=C(N1)C(=CC=C2)C2=C(C(=CC(=C2)F)F)F)(=O)=O)C